(methylcyclopentadienyl)Ruthenium CC1(C=CC=C1)[Ru]